3,3',4',5,6,7,8-heptamethoxyflavone COC1=C(OC2=C(C(=C(C(=C2C1=O)OC)OC)OC)OC)C1=CC(=C(C=C1)OC)OC